FC=1C=C(C=CC1)C1=C2N=C(C(=NC2=CC=C1)C(=O)N)CC=1SC(=CC1)C1=CC(=C(C=C1)C)C(F)(F)F (3-fluorophenyl)-((5-(4-methyl-3-(trifluoromethyl)phenyl)thiophen-2-yl)methyl)quinoxaline-2-carboxamide